tert-butyl (S)-3-(((7-bromo-8-chloro-4-hydroxyquinazolin-5-yl)oxy)methyl)piperazine-1-carboxylate BrC1=CC(=C2C(=NC=NC2=C1Cl)O)OC[C@@H]1CN(CCN1)C(=O)OC(C)(C)C